CC1(C2=CC=CC=C2C=2C=C(C=CC12)N(C1=C(C=CC=C1)P(O)(O)=O)C1=CC=CC=2C(C3=CC=CC=C3C12)(C)C)C (2-((9,9-dimethyl-9H-fluoren-3-yl)(9,9-dimethyl-9H-fluoren-4-yl)amino)phenyl)phosphonic acid